(4-(2-amino-4-methylthiazol-5-yl)pyrimidin-2-yl)-(3-nitrophenyl)amine NC=1SC(=C(N1)C)C1=NC(=NC=C1)NC1=CC(=CC=C1)[N+](=O)[O-]